COC1=C(C=CC(=C1)N1CCC(CC1)N1CC2(C1)CN(C2)C)NC=2N=C(C1=C(N2)COC1)OC=1C=C(C=CC1)NC(C=C)=O N-(3-((2-((2-methoxy-4-(4-(6-methyl-2,6-diazaspiro[3.3]heptan-2-yl)piperidin-1-yl)phenyl)amino)-5,7-dihydrofuro[3,4-d]pyrimidin-4-yl)oxy)phenyl)acrylamide